CN1CC2(C1)CN(CC2)[C@H]2CN(CC2)C(=O)OC(C)(C)C tert-Butyl (R)-3-(2-methyl-2,6-diazaspiro[3.4]octan-6-yl)pyrrolidine-1-carboxylate